N1=C(N=CC2=CC=CC=C12)NC1CCC(CC1)NC(=O)N 1-((1r,4r)-4-(quinazolin-2-ylamino)cyclohexyl)urea